3-(4-(5-chloro-3-fluoropyridin-2-yl)-1-(4-chlorophenyl)-3,6-dioxopiperazin-2-yl)bicyclo[1.1.1]pentane-1-carboxamide ClC=1C=C(C(=NC1)N1C(C(N(C(C1)=O)C1=CC=C(C=C1)Cl)C12CC(C1)(C2)C(=O)N)=O)F